N-[[4-[[(1R)-3-(dimethylamino)-1-[(phenylthio)methyl]propyl]amino]-3-nitrophenyl]sulfonyl]benzamide CN(CC[C@H](CSC1=CC=CC=C1)NC1=C(C=C(C=C1)S(=O)(=O)NC(C1=CC=CC=C1)=O)[N+](=O)[O-])C